ClC=1C=NC=C(C1CC#N)Cl 2-(3,5-dichloropyridin-4-yl)acetonitrile